1,1-bis(2-methyl-5-t-butyl-4-hydroxyphenyl)butane CC1=C(C=C(C(=C1)O)C(C)(C)C)C(CCC)C1=C(C=C(C(=C1)C(C)(C)C)O)C